methyl 2-acetamido-2-dimethoxyphosphoryl-acetate C(C)(=O)NC(C(=O)OC)P(=O)(OC)OC